COC=1C(=NC=C(C1)OC)NCC1=CC(=C(C(=C1)O)N1CC(NS1(=O)=O)=O)F 5-(4-(((3,5-dimethoxypyridin-2-yl)amino)methyl)-2-fluoro-6-hydroxyphenyl)-1,2,5-thiadiazolidin-3-one 1,1-dioxide